Antimony-Bismuth [Bi].[Sb]